N-((1s,4s)-4-((5-(1-(2,2-difluoroethyl)-2-methyl-1H-imidazo[4,5-b]pyrazin-6-yl)-4-(methylamino)-7H-pyrrolo[2,3-d]pyrimidin-2-yl)amino)cyclohexyl)acetamide FC(CN1C(=NC=2C1=NC(=CN2)C2=CNC=1N=C(N=C(C12)NC)NC1CCC(CC1)NC(C)=O)C)F